2-cyclopropoxy-8-(4-(Difluoromethoxy)phenyl)pteridine-7(8H)-one C1(CC1)OC1=NC=2N(C(C=NC2C=N1)=O)C1=CC=C(C=C1)OC(F)F